Cl.Cl.O1CCN(CC1)C=1N=C(C=2N(C1)N=CC2)C2=CC=C(C=C2)CN (4-(6-morpholinopyrazolo[1,5-a]pyrazin-4-yl)phenyl)methylamine dihydrochloride